C1(=CC=CC=C1)C1=NC=CC=N1 phenylpyrimidin